6-hydroxy-8-{1-hydroxy-2-{[2-(4-methoxyphenyl)-1,1-dimethylethyl]amino}ethyl}-4H-benzo[1,4]oxazin-3-one OC=1C=C(C2=C(NC(CO2)=O)C1)C(CNC(CC1=CC=C(C=C1)OC)(C)C)O